(4-((2S,5R)-2,5-dimethylpiperazin-1-yl)-5-(trifluoromethyl)-7H-pyrrolo[2,3-d]pyrimidin-7-yl)isonicotinic acid C[C@@H]1N(C[C@H](NC1)C)C=1C2=C(N=CN1)N(C=C2C(F)(F)F)C2=C(C(=O)O)C=CN=C2